FC(C(=O)O)(F)F.N1CC(C1)C1=CC=C(N=N1)C1=C(C=C(C=C1)C1=CC2=CN(N=C2C=C1)C)O 2-[6-(azetidin-3-yl)pyridazin-3-yl]-5-(2-methyl-2H-indazol-5-yl)phenol trifluoroacetate salt